6-Allyl-8-(3-aminophenyl)-4-(2-fluoro-4-iodo-anilino)-1,3-dimethyl-pyrido[2,3-d]pyridazine-2,5-dione C(C=C)N1N=C(C2=C(C1=O)C(=C(C(N2C)=O)C)NC2=C(C=C(C=C2)I)F)C2=CC(=CC=C2)N